Bis(2-ethylhexyl)[(4-methyl-2H-1,2,3-benzotriazol-2-yl)methyl]amin C(C)C(CN(CN1N=C2C(=N1)C=CC=C2C)CC(CCCC)CC)CCCC